N-[4-fluoro-3-(1'-methyl[2,2'-bi-1H-imidazol]-1-yl)phenyl]propanamide FC1=C(C=C(C=C1)NC(CC)=O)N1C(=NC=C1)C=1N(C=CN1)C